(4S)-5-(tert-butoxy)-4-[(tert-butoxycarbonyl)amino]-2-methylene-5-oxopentanoic acid C(C)(C)(C)OC([C@H](CC(C(=O)O)=C)NC(=O)OC(C)(C)C)=O